bis[bis(trifluoromethyl-sulfonyl)amino]calcium FC(S(=O)(=O)N(S(=O)(=O)C(F)(F)F)[Ca]N(S(=O)(=O)C(F)(F)F)S(=O)(=O)C(F)(F)F)(F)F